2-(6-(6-(4-(3-cyclopropyl-1H-pyrazol-1-yl)benzyl)-3,6-diazabicyclo[3.1.1]heptan-3-yl)pyridin-3-yl)-6-methyl-N-(5-methyl-1H-pyrazol-3-yl)pyrimidin-4-amine C1(CC1)C1=NN(C=C1)C1=CC=C(CN2C3CN(CC2C3)C3=CC=C(C=N3)C3=NC(=CC(=N3)NC3=NNC(=C3)C)C)C=C1